hexahydro-5H-pyrazino[1',2':4,5]pyrazino[2,3-c]pyridazine C1C2C(NNC1)NCC1N2C=CN=C1